(E)-N-(4-(8-(1,2-dimethyl-6-(trifluoromethyl)-1H-benzo[d]imidazol-5-yl)indolizine-3-carbonyl)-2,6-difluorophenyl)-4-((tetrahydrofuran-3-yl)amino)but-2-enamide CN1C(=NC2=C1C=C(C(=C2)C2=CC=CN1C(=CC=C21)C(=O)C2=CC(=C(C(=C2)F)NC(\C=C\CNC2COCC2)=O)F)C(F)(F)F)C